2-(2,6-dioxopiperidin-3-yl)-4-fluoro-2,3-dihydro-1H-isoindole-1,3-dione O=C1NC(CCC1N1C(C2=CC=CC(=C2C1=O)F)=O)=O